C1(CC1)C1=CC(=C(C=C1)C1[C@@H]2C(NC([C@H]12)=O)=O)C (1r,5s,6s)-6-(4-cyclopropyl-2-methylphenyl)-3-azabicyclo[3.1.0]hexane-2,4-dione